O=C1NC=CC(=C1)C(=O)N 2-oxopyridine-4-carboxamide